[(3R)-1,1-dioxo-2,3-dihydrothiophen-3-yl]-5-methoxy-2-oxo-1H-quinoline-3-carboxamide O=S1(C[C@@H](C=C1)N1C(C(=CC2=C(C=CC=C12)OC)C(=O)N)=O)=O